CNC1=NC=CC=C1C1=NOC(=N1)C1CC12CCN(CC2)S(=O)(=O)N 1-{3-[2-(methylamino)pyridin-3-yl]-1,2,4-oxadiazol-5-yl}-6-azaspiro[2.5]octane-6-sulfonamide